ClC1=C(C=2N(C=C1)C=NC2CNC(=O)C=2N=NN(C2)CC=2N=C1N(C=C(C=C1N1CCN(CC1)C)C1CC1)C2)F N-((7-chloro-8-fluoroimidazo[1,5-a]pyridin-1-yl)methyl)-1-((6-cyclopropyl-8-(4-methylpiperazin-1-yl)imidazo[1,2-a]pyridin-2-yl)methyl)-1H-1,2,3-triazole-4-carboxamide